1-(2-(3,4-dimethoxyphenyl)-3-ethyl-1H-indole-5-carbonyl)-N,N-diethylpiperidine-3-carboxamide COC=1C=C(C=CC1OC)C=1NC2=CC=C(C=C2C1CC)C(=O)N1CC(CCC1)C(=O)N(CC)CC